5-(4-Methyl-1H-1,2,3-triazol-1-yl)pyridin-2-amine CC=1N=NN(C1)C=1C=CC(=NC1)N